(2S,3S)-1-(5-(4,6-dimethylpyrimidin-5-yl)-1H-pyrrole-2-carbonyl)-N-(4-fluoro-3-methylphenyl)-2-methylpyrrolidine-3-carboxamide CC1=NC=NC(=C1C1=CC=C(N1)C(=O)N1[C@H]([C@H](CC1)C(=O)NC1=CC(=C(C=C1)F)C)C)C